N-(2-methoxy-4-(1-methyl-1H-1,2,3-triazol-5-yl)phenyl)-8-(4-methoxypiperidin-1-yl)-6-methylpyrido[3,4-d]pyrimidin-2-amine COC1=C(C=CC(=C1)C1=CN=NN1C)NC=1N=CC2=C(N1)C(=NC(=C2)C)N2CCC(CC2)OC